BrC=1C=C2C(=CC1)NC[C@@]21CN[C@@H](C1)CO (3R,5'S)-5-bromo-5'-(hydroxymethyl)spiro[indoline-3,3'-pyrrolidine]